C1(CCCC1)NC1=NC=C(C(=N1)NCC(C)NC(OC(C)(C)C)=O)[N+](=O)[O-] tert-butyl (1-((2-(cyclopentylamino)-5-nitropyrimidin-4-yl)amino)propan-2-yl)carbamate